C(C)(=O)NC1=COC(=C1)C(CO)O 3-acetamido-5-(1',2'-dihydroxyethyl)furan